sodium N-isostearoyl methyltaurate CC(C)CCCCCCCCCCCCCCC(=O)N(C)CCS(=O)(=O)[O-].[Na+]